FC=1C=C(C=C(C1C=1C=C2C(=CN1)NN=C2C=2C=NN(C2)C)F)N(C)CC (3,5-difluoro-4-(3-(1-methyl-1H-pyrazol-4-yl)-1H-pyrazolo[3,4-c]pyridin-5-yl)phenyl)-N-methylethylamine